C(C)(C)(C)OC(=O)NC1CCN(CC1)C1=CC=C(C=C1)C(CCC(=O)OC(C)(C)C)C#N tert-Butyl 4-[4-[4-(tert-butoxycarbonylamino)-1-piperidyl]phenyl]-4-cyano-butanoate